bis(2,5-dioxopyrrolidin-1-yl) N-(tert-butoxycarbonyl)-L-glutamate C(C)(C)(C)OC(=O)N[C@@H](CCC(=O)ON1C(CCC1=O)=O)C(=O)ON1C(CCC1=O)=O